FC(C1=CC=C(C=C1)C1=CC=CC=C1)(F)F (4-(trifluoromethyl)phenyl)benzene